(2r,3s,5r)-2-(((6-(4,7-difluorobenzothiazol-2-yl)bicyclo[4.1.0]hept-3-yl)oxy)methyl)-5-methyl-3-(methylsulfonyl)pyrrolidine-1-carboxylic acid methyl ester COC(=O)N1[C@@H]([C@H](C[C@H]1C)S(=O)(=O)C)COC1CC2CC2(CC1)C=1SC2=C(N1)C(=CC=C2F)F